FC(OC=1C=2N(CC(C1)C(F)(F)F)C[C@]1(C=3C=CN=C(C3C(CC1)(F)F)OC)N2)F (S)-8-(difluoromethoxy)-8',8'-difluoro-1'-methoxy-6-(trifluoromethyl)-7',8'-dihydro-3H,6H-spiro[imidazo[1,2-a]pyridine-2,5'-isoquinoline]